(E)-1-(6,7-dimethoxy-3,4-dihydroisoquinolin-2(1H)-yl)-3-(4-hydroxyphenyl)prop-2-en-1-one COC=1C=C2CCN(CC2=CC1OC)C(\C=C\C1=CC=C(C=C1)O)=O